C(CCC)N(C(=O)OCC1=C(SC(=C1)Cl)C1=NC=C(C(=N1)C)O[C@@H]1C[C@H](CCC1)C(=O)OC)C methyl (1S,3S)-3-((2-(3-(((butyl(methyl)carbamoyl)oxy)methyl)-5-chlorothiophen-2-yl)-4-methylpyrimidin-5-yl)oxy)cyclohexane-1-carboxylate